20-myristoleoyloxy-eicosanoic acid C(CCCCCCC\C=C/CCCC)(=O)OCCCCCCCCCCCCCCCCCCCC(=O)O